C[C@]12[C@H]3CC[C@@]4([C@H](CCC4=C3CC[C@@H]2CCCC1)[C@H](C)CCCC(C)C)C (3S,5S,9R,10S,13R,17R)-10,13-dimethyl-17-((R)-6-methyl-Heptan-2-yl)-2,3,4,5,6,7,9,10,11,12,13,15,16,17-tetradecahydro-1H-cyclopenta[a]phenanthrene